C(#N)C=1C=C(C(=O)O)C=CN1 2-Cyanoisonicotinic acid